2,2-methylenebis(4-ethyl-6-t-butylphenol) CCC1=CC(=C(C(=C1)C(C)(C)C)O)CC2=C(C(=CC(=C2)CC)C(C)(C)C)O